C1(CCC(N1/C(/C(=O)O)=C\C(=O)O)=O)=O.C(C1=CC=CC=C1)N1C=NCC1 1-(benzyl)imidazoline Succinimidylfumarat